2-(4-cyclopropyl-6-methoxypyrimidin-5-yl)-8-(4-(1-methyl-4-(trifluoromethyl)-1H-imidazol-2-yl)benzyl)-5,8-dihydropteridine-6,7-dione C1(CC1)C1=NC=NC(=C1C1=NC=2N(C(C(NC2C=N1)=O)=O)CC1=CC=C(C=C1)C=1N(C=C(N1)C(F)(F)F)C)OC